C(C)(C)C1C2OC2C(CC1)C 2-isopropyl-5-methyl-7-oxabicyclo[4.1.0]heptane